COC1=CC2=CC3=C(C(OC3)=O)C(=C2C=C1OC)C=1C=NC(=CC1)N(CC1=C(C=CC=C1)C(F)(F)F)C 6,7-dimethoxy-9-(6-(methyl(2-(trifluoromethyl)benzyl)amino)pyridin-3-yl)naphtho[2,3-c]furan-1(3H)-one